(5-cyano-6-fluoro-2-oxo-1H-quinolin-3-yl)difluoroacetic acid C(#N)C1=C2C=C(C(NC2=CC=C1F)=O)C(C(=O)O)(F)F